COC1=CC=C(C=C1)C(CC(=O)C1=CC=CC=C1)\C=C\C=C\C1=CC=C(C=C1)OC (4E,6E)-3,7-Bis(4-methoxyphenyl)-1-phenylhepta-4,6-dien-1-one